ClC=1C(=CC2=C(N(C[C@H](N(S2(=O)=O)C)C2CCCCC2)C2=CC=CC=C2)C1)C1=CC(=C(S1)C(=O)OC)C methyl (R)-5-(7-chloro-3-cyclohexyl-2-methyl-1,1-dioxido-5-phenyl-2,3,4,5-tetrahydrobenzo[f][1,2,5]thiadiazepin-8-yl)-3-methylthiophene-2-carboxylate